COC(C(CN1N=CN=C1)(O)C1=C(C=C(C=C1)OC1=CC=C(C=C1)Cl)C(F)(F)F)=O 2-[4-(4-chlorophenoxy)-2-(trifluoromethyl)phenyl]-2-hydroxy-3-(1,2,4-triazol-1-yl)propionic acid methyl ester